N[C@@H](C(C)C)C(=O)NC(CCS(=O)(=O)O)([2H])[2H] 3-((L-valyl)amino)-3,3-dideuterio-1-propanesulfonic acid